C1(CCCC1)N1C=NC(=C1C1=NC(=NC=C1)NC(OCC1=CC=CC=C1)=O)C1=CC=C(C=C1)F Benzyl (4-(1-(cyclopentyl)-4-(4-fluorophenyl)-1H-imidazol-5-yl)pyrimidin-2-yl)carbamate